N-((7-Bromo-4-fluorobenzofuran-2-yl)methyl)pyrazolo[1,5-a]pyrimidine-3-carboxamide BrC1=CC=C(C=2C=C(OC21)CNC(=O)C=2C=NN1C2N=CC=C1)F